5,6-Dichloro-N-isopropyl-8-(4-(trifluoromethyl)phenyl)quinoline ClC1=C2C=CCN(C2=C(C=C1Cl)C1=CC=C(C=C1)C(F)(F)F)C(C)C